O1CCOC12CCC(CC2)CN2CCC1(CN(C1)C1=NC=NC=C1OC1=C(C(=O)N(C(C)C)C(C)C)C=C(C=C1)F)CC2 2-((4-(7-((1,4-dioxaspiro[4.5]decan-8-yl)methyl)-2,7-diazaspiro[3.5]nonan-2-yl)pyrimidin-5-yl)oxy)-5-fluoro-N,N-diisopropylbenzamide